BrC1=CC=C(C=2CCOC21)Cl 7-bromo-4-chloro-2,3-dihydro-1-benzofuran